ClC1=C(C=CC(=C1)OCC=1C(=NOC1C1CC1)C1=C(C=CC=C1Cl)Cl)C1C(C1)C1=CC=C(C(=O)O)C=C1 4-(2-(2-Chloro-4-((5-cyclopropyl-3-(2,6-dichlorophenyl)isoxazol-4-yl)methoxy)phenyl)cyclopropyl)benzoic acid